FC=1C(=NC=CC1)S(=O)(=O)Cl 3-fluoropyridine-2-sulfonyl chloride